ClC=1C=CC(=NC1)C1=NC(=CC=2N=C(N(C(C21)=O)C)C)N2C[C@H](OCC2)C=2C=NN(C2)C (R)-5-(5-chloropyridin-2-yl)-2,3-dimethyl-7-(2-(1-methyl-1H-pyrazol-4-yl)morpholino)pyrido[4,3-d]pyrimidin-4(3H)-one